COC1=CC=C(CN(C(OC(C)(C)C)=O)C2=NC=CC(=C2)C[C@@H]2[C@H](N(C2=O)C(N[C@H](C)C2=CC=CC=C2)=O)C=NOC)C=C1 tert-butyl (4-methoxybenzyl)(4-{[(2S,3R)-2-[(methoxyimino)methyl]-4-oxo-1-{[(1R)-1-phenylethyl]carbamoyl}azetidin-3-yl]methyl}pyridin-2-yl)carbamate